N=1C=CN(C=CC1)C#N [1,4]Diazepine-4-carbonitrile